C(C=C)(=O)OCCOCC=C 2-(allyloxy)ethyl acrylate